phenyl Monophosphoramidate P(OC1=CC=CC=C1)([O-])(=O)N